FC1=CC(=C2C=C(N(C2=C1)S(=O)(=O)C1=CC=CC=C1)I)N(C(OC(C)(C)C)=O)C1CCN(CC1)C tert-butyl (6-fluoro-2-iodo-1-(phenylsulfonyl)-1H-indol-4-yl)(1-methylpiperidin-4-yl)carbamate